1-(6-(difluoromethyl)-2-(methylsulfinyl)imidazo[1',2':1,6]pyrido[2,3-d]pyrimidin-8-yl)ethan-1-one FC(C1=CC2=C(N=C(N=C2)S(=O)C)N2C1=NC(=C2)C(C)=O)F